5-Amino-1-isopropyl-3-[6-[2-[[3-(2,2-dimethylpropyl)isoxazol-5-yl]amino]-1-methyl-2-oxo-ethyl]-3-pyridyl]pyrazole-4-carboxamide NC1=C(C(=NN1C(C)C)C=1C=NC(=CC1)C(C(=O)NC1=CC(=NO1)CC(C)(C)C)C)C(=O)N